ClC=1C=C(O[C@@H]2CC[C@H](CC2)NC(C2=CC=C(C=C2)I)=O)C=CC1C#N N-(trans-4-(3-chloro-4-cyanophenoxy)cyclohexyl)-4-iodobenzamide